3-chloro-6-(5-((cyclohexyl(propyl)amino)methyl)-1H-tetrazol-1-yl)picolinonitrile ClC=1C(=NC(=CC1)N1N=NN=C1CN(CCC)C1CCCCC1)C#N